2-(4-fluoro-2-methoxy-phenoxy)-N-(6-methyl-3-pyridyl)-5-(trifluoromethyl)pyridine-3-carboxamide FC1=CC(=C(OC2=NC=C(C=C2C(=O)NC=2C=NC(=CC2)C)C(F)(F)F)C=C1)OC